N-((5-cyclopropyl-1H-indazol-4-yl)methyl)-5-methylthiophene-3-carboxamide C1(CC1)C=1C(=C2C=NNC2=CC1)CNC(=O)C1=CSC(=C1)C